ClC1=NC=C2C(=N1)N(N=C2)C[C@H]2N(C[C@H]([C@@H]2C)F)C(C)=O 1-((2S,3R,4S)-2-((6-chloro-1H-pyrazolo[3,4-d]pyrimidin-1-yl)methyl)-4-fluoro-3-methylpyrrolidin-1-yl)ethan-1-one